1-[3-(benzoyloxy)propyl]-5'-O-[bis(4-methoxyphenyl)(phenyl)methyl]-2'-O-[tert-butyl(dimethyl)silyl]inosine C(C1=CC=CC=C1)(=O)OCCCN1C(C=2N=CN([C@H]3[C@H](O[Si](C)(C)C(C)(C)C)[C@H](O)[C@@H](COC(C4=CC=CC=C4)(C4=CC=C(C=C4)OC)C4=CC=C(C=C4)OC)O3)C2N=C1)=O